sodium calcium tin [Sn].[Ca].[Na]